FC1=C(C(=CC=C1)F)C(CCC[C@@H](C)[C@H]1CC[C@H]2[C@@H]3C(C[C@H]4[C@H]([C@H](CC[C@]4(C)[C@H]3CC[C@]12C)O)O)=O)O 24-[(2,6-difluorophenyl)(hydroxy)methyl]-4beta-hydroxy-3beta-hydroxy-5alpha-cholan-7-one